1-azido-3-(4-bromophenoxy)propan-2-ol N(=[N+]=[N-])CC(COC1=CC=C(C=C1)Br)O